C(C)(=O)N[C@@H](C)C1=CC=C(C=C1)NC1=NC=NC2=CC(=C(C=C12)OC(C)=O)OC (S)-4-[4-(1-acetamido-ethyl)phenylamino]-7-methoxy-6-acetoxy-quinazoline